C(C)(C)(CC)NCCN N-(tert-amyl)ethane-1,2-diamine